N-(3-aminobicyclo[1.1.1]pentan-1-yl)-2-((difluorobenzo[d][1,3]dioxol-5-yl)oxy)acetamide hydrochloride Cl.NC12CC(C1)(C2)NC(COC2=C(C1=C(OC(O1)F)C=C2)F)=O